N-(5-chloro-4-((4-chlorophenyl)(cyano)methyl)-2-methylphenyl)benzamide ClC=1C(=CC(=C(C1)NC(C1=CC=CC=C1)=O)C)C(C#N)C1=CC=C(C=C1)Cl